(R)-3-((5-chloro-1H-indol-2-yl)methyl)-1-methyl-1-(1-(4-methylisoxazol-3-yl)piperidin-3-yl)urea ClC=1C=C2C=C(NC2=CC1)CNC(N([C@H]1CN(CCC1)C1=NOC=C1C)C)=O